C(C)(C)NC1=C(C=NC2=CC=C(C=C12)C=1C=NNC1)C(=O)N[C@@H]1C[C@H](CC1)NC(OC)=O methyl ((1S,3S)-3-(4-(isopropylamino)-6-(1H-pyrazol-4-yl)quinoline-3-carboxamido) cyclopentyl)carbamate